4-(2-(3,4-dimethoxyphenyl)-3-(2,2,2-trifluoroethyl)-1H-indol-5-yl)-N-ethylpiperidine-1-carboxamide COC=1C=C(C=CC1OC)C=1NC2=CC=C(C=C2C1CC(F)(F)F)C1CCN(CC1)C(=O)NCC